N(=N[Mn])[Mn] azo-manganese